1-((6-cyclopropylimidazo[1,2-a]pyridin-2-yl)methyl)-N-(2-fluoro-6-(1H-imidazol-1-yl)-3-methoxybenzyl)-1H-1,2,3-triazole-4-carboxamide C1(CC1)C=1C=CC=2N(C1)C=C(N2)CN2N=NC(=C2)C(=O)NCC2=C(C(=CC=C2N2C=NC=C2)OC)F